N1(C=CC=2C1=NC=CC2)C[C@@H]2N(CCC2)C2=C(C=C1C(C(=CN(C1=C2)C2=CC=C(C=C2)O)C(=O)O)=O)F (R)-7-(2-((1H-pyrrolo[2,3-b]pyridin-1-yl)methyl)pyrrolidin-1-yl)-6-fluoro-1-(4-hydroxy-phenyl)-4-oxo-1,4-dihydro-quinoline-3-carboxylic acid